(R)-1-(2-(((3S,4S)-4-(difluoromethyl)-1,3-dimethylpiperidin-3-yl)methoxy)-7-((Ra)-8-ethyl-7-fluoro-3-hydroxynaphthalen-1-yl)-6,8-difluoroquinazolin-4-yl)-3-methylpiperidin-3-ol FC([C@@H]1[C@](CN(CC1)C)(C)COC1=NC2=C(C(=C(C=C2C(=N1)N1C[C@@](CCC1)(O)C)F)C1=CC(=CC2=CC=C(C(=C12)CC)F)O)F)F